N-(4-chlorobenzo[d]isoxazol-3-yl)-4-isopropylbenzenesulfonamide ClC1=CC=CC2=C1C(=NO2)NS(=O)(=O)C2=CC=C(C=C2)C(C)C